C(C1=CC=CC=C1)C1(CC(=NO1)[C@H](C(C)C)NC(=O)OC(C)(C)C)C(=O)OC Methyl 5-benzyl-3-((S)-1-((tert-butoxycarbonyl)amino)-2-methylpropyl)-4,5-dihydroisoxazole-5-carboxylate